7-bromo-3-[(trifluoromethyl)sulfanyl]-1-benzothiophene BrC1=CC=CC=2C(=CSC21)SC(F)(F)F